FC1CC(C1)C(=O)OC methyl 3-fluorocyclobutane-1-carboxylate